C1=CC(=CC=C1F)SSC2=CC=C(C=C2)F 4,4'-difluorodiphenyl disulfide